1-(1-((5-(4-(pyridin-2-ylethynyl)phenyl)isoxazol-3-yl)methyl)-1H-imidazol-2-yl)ethan-1-ol N1=C(C=CC=C1)C#CC1=CC=C(C=C1)C1=CC(=NO1)CN1C(=NC=C1)C(C)O